O1[C@H](COCC1)/C=C/C1=CC2=NC(=CC(=C2O1)N1CCOCC1)N1N=C(C=C1)C=1C=C(C=CC1)C (S,E)-2-(2-(1,4-dioxan-2-yl)vinyl)-7-morpholino-5-(3-(m-tolyl)-1H-pyrazol-1-yl)furo[3,2-b]pyridine